FC1=C(C=CC=C1)C=C1C=C(C(C(=C1)C(C)(C)C)=O)C(C)(C)C 4-(2-fluorophenyl)methylene-2,6-di-tert-butyl-2,5-cyclohexadiene-1-one